C1(CC1)C(CO)(C)N1CN(C2=NC=CC=C21)C N-(2-cyclopropyl-1-hydroxypropan-2-yl)-3-methyl-3H-imidazo[4,5-b]pyridine